OC1=CC=C(C(=O)C2=CC=C(C=C2)CC(=O)N2CCN(CC2)C=2C=CC=3N(N2)C=NN3)C=C1 2-[4-(4-hydroxybenzoyl)phenyl]-1-(4-{[1,2,4]triazolo[4,3-b]pyridazin-6-yl}piperazin-1-yl)ethan-1-one